C(=O)(O)CCCCCC(=O)[O-] 6-CARBOXYHEXANOATE